2-(1H-pyrazol-1-yl)ethane N1(N=CC=C1)CC